N-(4-(4-(L-alanyl)piperazine-1-carbonyl)-3-chlorophenyl)-5-(1-(cyclobutylmethyl)-3-(trifluoromethyl)-1H-pyrazol-4-yl)-1-methyl-1H-imidazole-2-carboxamide hydrochloride Cl.N[C@@H](C)C(=O)N1CCN(CC1)C(=O)C1=C(C=C(C=C1)NC(=O)C=1N(C(=CN1)C=1C(=NN(C1)CC1CCC1)C(F)(F)F)C)Cl